FC(C(C)(C)O)(F)C=1C(=C(C=CC1)[C@@H](C)N1CC2=CC=CC=C2C1)F 2-{(1R)-1-[3-(1,1-difluoro-2-hydroxy-2-methylpropyl)-2-fluorophenyl]ethyl}-1H-isoindole